N-(3-(1,3-dithiolan-2-yl)-5-fluoro-4-(4-methoxyphenylmethoxy)phenyl)benzamide S1C(SCC1)C=1C=C(C=C(C1OCC1=CC=C(C=C1)OC)F)NC(C1=CC=CC=C1)=O